C=CC(C#C)O 1-penten-4-yn-3-ol